((2S,5S)-9-(Pyrazin-2-ylethynyl)-2,3-dihydro-2,5-methanopyrido[3,4-f][1,4]oxazepin-4(5H)-yl)(4-(trifluoromethyl)bicyclo[2.2.1]heptan-1-yl)methanone N1=C(C=NC=C1)C#CC1=CN=CC=2[C@H]3N(C[C@@H](OC21)C3)C(=O)C32CCC(CC3)(C2)C(F)(F)F